ClC1=CC=C(C=C1)C1=NC2=C(N1C(C(=O)NC1CCCCC1)C1=CC(=C(C=C1)Cl)Cl)C=CC=C2 2-[2-(4-chloro-phenyl)-benzimidazol-1-yl]-N-cyclohexyl-2-(3,4-dichloro-phenyl)-acetamide